3-amino-4-methoxy-5-(2-methyl-2H-1,2,3-triazol-4-yl)benzoic acid methyl ester COC(C1=CC(=C(C(=C1)C1=NN(N=C1)C)OC)N)=O